FC1=CC=C(C=C1)C=1C(=NN2C1N=C(NC2=O)SCC#C)C(F)(F)F 8-(4-fluorophenyl)-2-(prop-2-yn-1-ylsulfanyl)-7-(trifluoromethyl)-3H-pyrazolo[1,5-a][1,3,5]triazin-4-one